FC1=C(O[P@@](=O)(OC2=CC=CC=C2)N[C@@H](CC2=CC=CC=C2)C(=O)OCCCCCCCCCCCCCCCCCCCC)C(=C(C(=C1F)F)F)F icosyl ((S)-(perfluorophenoxy)(phenoxy)phosphoryl)-L-phenylalaninate